1-[1-(4-bromophenyl)-2,2,2-trifluoroethyl]-3-[({4'-cyano-[1,1'-biphenyl]-4-yl}oxy)methyl]pyrrolidine-3-carboxylic acid BrC1=CC=C(C=C1)C(C(F)(F)F)N1CC(CC1)(C(=O)O)COC1=CC=C(C=C1)C1=CC=C(C=C1)C#N